BrC1=C(C=C2C(=NNC2=C1)N1C(NC(CC1)=O)=O)F 1-(6-Bromo-5-fluoro-1H-indazol-3-yl)dihydropyrimidine-2,4(1H,3H)-dione